C(C1=CC=CC=C1)OC(=O)N[C@H](C(=O)O)[C@@H](C)OC1CCC1 (2S,3R)-2-(benzyloxycarbonylamino)-3-(cyclobutoxy)butanoic acid